C(C)(C)(C)N=[Ta](N(CC)CC)(N(CC)CC)N(CC)CC t-butyliminotris(diethylamino)tantalum